C(C)[C@@H]1N(C[C@H](N(C1)C(C1=CC(=CC=C1)C(F)(F)F)=O)CC)C=1C=2C(N(C(C1)=O)C)=CN(N2)CC#N 2-(7-((2S,5R)-2,5-diethyl-4-(3-(trifluoromethyl)benzoyl)piperazin-1-yl)-4-methyl-5-oxo-4,5-dihydro-2H-pyrazolo[4,3-b]pyridin-2-yl)acetonitrile